4-(4-chloro-8-(hex-5-en-1-yl)-7-oxo-7,8-dihydropyrido[2,3-d]pyrimidin-6-yl)tetrahydro-2H-pyran-4-carbonitrile ClC=1C2=C(N=CN1)N(C(C(=C2)C2(CCOCC2)C#N)=O)CCCCC=C